ClC1=CC=C(CSC=2OC3=C(N2)C(=CC=C3)F)C=C1 ((4-chlorobenzyl)thio)-4-fluorobenzo[d]oxazole